1H-diindolo[1,2,3-fg:3',2',1'-kl]pyrrolo[3,4-i][1,6]benzodiazocine-1,3(2H)-dione C1(NC(C2=C1C1=C3C=4N(C=CC=CN3C=3C=CC=CC31)C3=CC=CC=C3C24)=O)=O